NC1=NC=CC=C1C1=NC=2C(=NC(=CC2)C2=CC=CC=C2)N1C1=CC=C(CN2CCN(CC2)C(=O)C=2C=CC3=C(N=C(S3)C#N)C2)C=C1 5-(4-(4-(2-(2-aminopyridin-3-yl)-5-phenyl-3H-imidazo[4,5-b]pyridin-3-yl)benzyl)piperazine-1-carbonyl)benzo[d]thiazole-2-carbonitrile